3-hydroxy-3,5-dimethyl-hexanoic acid OC(CC(=O)O)(CC(C)C)C